CS(=O)(=O)C1=C(N)C=CC=C1 2-methanesulfonyl-aniline